C(C)[C@H]1N(C[C@@H](N(C1)C=1C=2N(N(C(C1)=O)C)C=C(N2)CC#N)COC)C(C)C2=CC=C1C(=N2)SC(=N1)C 2-(8-((2R,5R)-5-ethyl-2-(methoxymethyl)-4-(1-(2-methylthiazolo[5,4-b]pyridin-5-yl)ethyl)piperazin-1-yl)-5-methyl-6-oxo-5,6-dihydroimidazo[1,2-b]pyridazin-2-yl)acetonitrile